C(CCCCC(C)C)OC(CCC1=CC(=C(C(=C1)C(C)(C)C)O)C(C)(C)C)=O 3-(3',5'-di-tert-butyl-4-hydroxyphenyl)propionic acid isooctyl ester